ClC=1C=C2C(=NC(=NC2=C(C1C1=C2C=NNC2=CC=C1C)F)C=1C=NNC1)N1CCN(CC1)C(C=C)=O 1-(4-(6-chloro-8-fluoro-7-(5-methyl-1H-indazol-4-yl)-2-(1H-pyrazol-4-yl)quinazolin-4-yl)piperazin-1-yl)prop-2-en-1-one